OC1=C2C(=NC=C1)N(C(N2C2=CC1=C(OCC(N1CCCCO)C)C=C2)=O)COCC[Si](C)(C)C 7-hydroxy-1-(4-(4-hydroxybutyl)-3-methyl-3,4-dihydro-2H-benzo[b][1,4]oxazin-6-yl)-3-((2-(trimethylsilyl)ethoxy)methyl)-1,3-dihydro-2H-imidazo[4,5-b]pyridin-2-one